[C@@H]1(CCCC2=CC=CC=C12)NC=1C2=C(N=CN1)C=C(C=N2)C#CCCNC(OC(C)(C)C)=O tert-Butyl N-[4-[4-[[(1S)-tetralin-1-yl]amino]pyrido[3,2-d]pyrimidin-7-yl]but-3-ynyl]carbamate